1-((5-(benzyloxy)-2-bromo-4-methoxyphenyl)(tert-butyl)amino)-4-oxo-1,4-dihydroPyridine-3-carboxylic acid ethyl ester C(C)OC(=O)C1=CN(C=CC1=O)N(C(C)(C)C)C1=C(C=C(C(=C1)OCC1=CC=CC=C1)OC)Br